FC1=C2CCC(C2=CC=C1)=O 4-fluoro-2,3-dihydro-1H-inden-1-one